FC1=C(OC2=C3C(=NC=C2)NC=C3C=3C=CC(=C(C#N)C3)OC(C)C)C(=CC(=C1)NC=1OC[C@@H](CN1)CC1=CC=NC=C1)F |r| (+/-)-5-{4-[2,6-difluoro-4-({5-[(pyridin-4-yl)methyl]-5,6-dihydro-4H-1,3-oxazin-2-yl}amino)phenoxy]-1H-pyrrolo[2,3-b]pyridin-3-yl}-2-[(propan-2-yl)oxy]benzonitrile